1-(5-bromo-2-isopropyl-1-methyl-imidazol-4-yl)cyclopropanecarbonitrile BrC1=C(N=C(N1C)C(C)C)C1(CC1)C#N